C(C1=CC=CC=C1)OC([C@H](C)OC(C=C)=O)=O (S)-2-Acryloyloxypropionic acid benzyl ester